ClC=1C(=NC(=NC1)NC1=CC2=C(N=C(S2)S)C=C1)NC1=C(C=CC=C1)P(C)(C)=O (2-((5-Chloro-2-((2-mercaptobenzo[d]thiazol-6-yl)amino)pyrimidin-4-yl)amino)phenyl)dimethylphosphine oxide